OC1(C[C@@H]2[C@@H](CN(C2)C(=O)OC(C)(C)C)C1)C tert-butyl (3aR,6aS)-5-hydroxy-5-methyl-1,3,3a,4,6,6a-hexahydrocyclopenta[c]pyrrole-2-carboxylate